CC=1C=C(OC2=C(C(=O)OC)C=C(C=C2)F)C=CC1 methyl 2-(3-methylphenoxy)-5-fluorobenzoate